CC(C(=O)N1CCN(CC1)C(=O)C1=CC(=NC2=CC=C(C=C12)C)C=1OC(=CC1)C)C 2-methyl-1-(4-(6-methyl-2-(5-methylfuran-2-yl)quinolin-4-carbonyl)piperazin-1-yl)propan-1-one